N-(7-aminoheptyl)-2-((2-(2,6-dioxopiperidin-3-yl)-1,3-dioxoisoindolin-4-yl)oxy)acetamide NCCCCCCCNC(COC1=C2C(N(C(C2=CC=C1)=O)C1C(NC(CC1)=O)=O)=O)=O